3-(4-(1-(5-chloro-7-fluoro-1H-indol-3-yl)-1-(4-(trifluoromethoxy)phenyl)pentan-2-yl)-2-fluorobenzamido)propionic acid ClC=1C=C2C(=CNC2=C(C1)F)C(C(CCC)C1=CC(=C(C(=O)NCCC(=O)O)C=C1)F)C1=CC=C(C=C1)OC(F)(F)F